1-(4-(6-isopropyl-5-(8-methoxy-[1,2,4]triazolo[1,5-a]pyridin-6-yl)-4H-pyrrolo[3,2-d]thiazol-2-yl)cyclohexyl)-3-(trifluoromethyl)azetidin-3-ol C(C)(C)C1=C(NC2=C1N=C(S2)C2CCC(CC2)N2CC(C2)(O)C(F)(F)F)C=2C=C(C=1N(C2)N=CN1)OC